ClC1=CC=C(C=C1)C1=C(C=C(C=C1)N1CCN(CC1)C(=O)OC(C)(C)C)C1OCCO1 Tert-butyl 4-(4'-chloro-2-(1,3-dioxolan-2-yl)-[1,1'-biphenyl]-4-yl)piperazine-1-carboxylate